cis-triisopropyl-((3a-methyl-2-phenyltetrahydro-4H-cyclopenta[d][1,3]dioxol-5-yl)oxy)silane C(C)(C)[Si](OC1CC2(C(OC(O2)C2=CC=CC=C2)C1)C)(C(C)C)C(C)C